4-((2-cyanophenyl)thio)-6-(1-(piperidin-4-yl)-1H-pyrazol-4-yl)pyrazolo[1,5-a]pyridine-3-carbonitrile C(#N)C1=C(C=CC=C1)SC=1C=2N(C=C(C1)C=1C=NN(C1)C1CCNCC1)N=CC2C#N